(1R,3S,4R)-2-((R)-2-bromo-9-hydroxy-9H-fluorene-9-carbonyl)-N-((S)-1-cyano-2-((S)-2-oxopiperidin-3-yl)ethyl)-5,5-difluoro-2-azabicyclo[2.2.2]octane-3-carboxamide BrC1=CC=2[C@](C3=CC=CC=C3C2C=C1)(C(=O)N1[C@H]2CC([C@@H]([C@H]1C(=O)N[C@@H](C[C@H]1C(NCCC1)=O)C#N)CC2)(F)F)O